(S)-4-Ethyl-4,9-dihydroxy-10-(piperazin-1-ylmethyl)-1,12-dihydro-14H-pyrano[3',4':6,7]-indolizino[1,2-b]quinoline-3,14(4H)-dione Trifluoroacetate FC(C(=O)O)(F)F.C(C)[C@]1(C(OCC=2C(N3CC=4C(=NC=5C=CC(=C(C5C4)CN4CCNCC4)O)C3=CC21)=O)=O)O